F[P-](F)(F)(F)(F)F.C(C)N1CC=CC=C1 N-ethylpyridine hexafluorophosphate salt